BrC1=CC2=C(N(C(OC2=O)=O)C)C=C1 6-bromo-1-methyl-2H-benzo[d][1,3]oxazine-2,4(1H)-dione